(R)-1-(pyridin-2-ylmethyl)-N-(4-(pyridin-3-yloxy)phenyl)piperidine-2-carboxamide N1=C(C=CC=C1)CN1[C@H](CCCC1)C(=O)NC1=CC=C(C=C1)OC=1C=NC=CC1